ClC=1C=NN(C1C1=NC=C(C(=N1)CC1=CC=C(C=C1)C=1N(C=C(N1)C(F)(F)F)C(C)C)OC)C(C)C 2-(4-chloro-1-isopropyl-1H-pyrazol-5-yl)-4-(4-(1-isopropyl-4-(trifluoromethyl)-1H-imidazol-2-yl)benzyl)-5-methoxy-pyrimidine